O[C@@H]1CO[C@@H]2[C@@H](CO[C@H]12)OC=1NC2=CC(=C(N=C2N1)C1=CC=C(OCCC(=O)O)C=C1)Cl 3-[p-(2-{(1R,4R,5R,8R)-8-hydroxy-2,6-dioxabicyclo[3.3.0]oct-4-yloxy}-6-chloro-1H-1,3,4-triazainden-5-yl)phenoxy]propionic acid